Allyl-(allyl-amine) C(C=C)NCC=C